C(C=C)(=O)NCCCOCC(NC(C=C)=O)(COCCCNC(C=C)=O)COCCCNC(C=C)=O N-[tri(3-acrylamidopropoxymethyl)methyl]acrylamide